7-methoxy-1,4,4-trimethyl-5H-[1,2,4]triazolo[4,3-a]quinoxaline COC=1C=C2NC(C=3N(C2=CC1)C(=NN3)C)(C)C